C(=C)OC1=C(C(=CC=C1)C)C 1-vinyloxy-2,3-dimethylbenzene